FC(C=1C=C(CB(O)O)C=C(C1)C(F)(F)F)(F)F 3,5-bistrifluoromethylbenzylboronic acid